O1CCC(=CC1)C=1C=C2CCN3C(C2=CC1)=CC(=NC3=O)OCC3OCCOC3 9-(3,6-Dihydro-2H-pyran-4-yl)-2-([1,4]dioxan-2-ylmethoxy)-6,7-dihydro-pyrimido[6,1-a]isoquinolin-4-one